N-(8-(ethylamino)-5-phenyl-2,7-naphthyridin-3-yl)cyclopropanecarboxamide C(C)NC=1N=CC(=C2C=C(N=CC12)NC(=O)C1CC1)C1=CC=CC=C1